C(C)OC(=O)NC(C(=O)O[C@@H]1CN(CC1)C1=NC(=NC(=C1)C1=CC=C(C=C1)Cl)C=1N=NNN1)CC (S)-1-(6-(4-chlorophenyl)-2-(2H-tetrazol-5-yl)pyrimidin-4-yl)pyrrolidin-3-ol ((ethoxycarbonyl)amino)butanoate